C(=O)(O)C1=C(C=CC(C(=O)[O-])=O)C=CC=C1 2-carboxybenzalpyruvate